C(CC1=CC=CC=C1)N1CCC(CC1)N(C(CC)=O)C1=CC=C(C=C1)NC(OC(C)(C)C)=O tert-Butyl (4-(N-(1-phenethylpiperidin-4-yl)propionamido)phenyl)carbamate